ClC=1C=C(C=2CC[C@@H](CC2C1)N1[C@@H](C[C@@H](C1)COC1=CC=C(C=C1)S(=O)(=O)CCCS(=O)(=O)C)C)C#N (6S)-3-chloro-6-[(2R,4S)-4-{[4-(3-methanesulfonylpropanesulfonyl)phenoxy]methyl}-2-methylpyrrolidin-1-yl]-5,6,7,8-tetrahydronaphthalene-1-carbonitrile